NC1=C(C=C(C(=C1)F)F)B(O)O 2-AMINO-4,5-DIFLUOROPHENYLBORONIC ACID